O=C1NC(CCC1N1C(C2=CC=CC(=C2C1=O)NC[C@@H]1CN(CCO1)C(=O)OC(C)(C)C)=O)=O tert-butyl (2R)-2-[[[2-(2,6-dioxo-3-piperidyl)-1,3-dioxo-isoindolin-4-yl]amino]methyl]morpholine-4-carboxylate